C(C)(C)(C)OC(=O)N1[C@@H]([C@@H](O[C@@H](C1)C)C)CN1C(C2=CC=CC=C2C1=O)=O.CN(C)C(N(C)C)=N[NH+](C1CCCCC1)CNC1CCCCC1 (Z)-{[bis(dimethylamino)methylene]amino}-N-cyclohexyl-(cyclohexylamino)methylammonium tert-Butyl-(2S,3R,6R)-3-((1,3-dioxoisoindolin-2-yl)methyl)-2,6-dimethylmorpholine-4-carboxylate